C(C)OC(=O)[C@H]1C[C@H](CCC1)C(=O)O (1S,3R)-3-ethoxycarbonylcyclohexanecarboxylic acid